(S)-1-(4-(2-hydroxy-prop-2-yl)phenyl)-3-(isoquinolin-4-yl)-2-oxoimidazoline-4-carbonitrile OC(C)(C)C1=CC=C(C=C1)N1C(N([C@@H](C1)C#N)C1=CN=CC2=CC=CC=C12)=O